9'-(2-chloro-4-phenoxybenzoyl)-3-morpholino-4',7'-dihydrospiro[cyclopentane-1,2'-pyrrolo[3',2':5,6]pyrido[3,4-b]pyrazine]-3'(1'H)-one ClC1=C(C(=O)C2=CNC3=C2C2=C(NC(C4(N2)CC(CC4)N4CCOCC4)=O)C=N3)C=CC(=C1)OC1=CC=CC=C1